3-chloro-4-((3,5-difluoropyridin-2-yl)methoxy-d2)-2'-(2-(2-hydroxypropan-2-yl)pyrimidin-4-yl)-5',6-dimethyl-2H-[1,4'-bipyridin]-2-one ClC=1C(N(C(=CC1OC([2H])([2H])C1=NC=C(C=C1F)F)C)C1=CC(=NC=C1C)C1=NC(=NC=C1)C(C)(C)O)=O